[F-].[Li+] lithium monofluoride